N-[3-[(2-benzyl-1H-benzimidazole-5-carbonyl)amino]-2,2-dimethyl-propyl]carbamic acid tert-butyl ester C(C)(C)(C)OC(NCC(CNC(=O)C1=CC2=C(NC(=N2)CC2=CC=CC=C2)C=C1)(C)C)=O